NCC1=C(C=CC(=C1)C(C)(C)C)SC1=C(C=O)C=CC=C1 2-[2-(aminomethyl)-4-tert-butyl-phenyl]sulfanyl-benzaldehyde